S(=O)(=O)(O)CCC[NH+](C)C N-3-sulfopropyl-N,N-dimethyl-ammonium